BrC=1C=C2C3(CN(C2=CC1)C(=O)OC(C)(C)C)CCCCC3 tert-Butyl 5'-bromospiro[cyclohexane-1,3'-indoline]-1'-carboxylate